ClC1=C(C=CC(=C1)F)[C@]12CN(C[C@@H]2C1)C1=NN=C(N1C=1C=NC(=CC1)OC)COC(F)F (1S,5R)-1-(2-chloro-4-fluorophenyl)-3-(5-((difluoromethoxy)methyl)-4-(6-methoxypyridin-3-yl)-4H-1,2,4-triazol-3-yl)-3-azabicyclo[3.1.0]hexane